N=1N2C(=C(C1)S(=O)(=O)Cl)CCC2 5,6-dihydro-4H-pyrrolo[1,2-b]pyrazole-3-sulfonyl chloride